O=C(C=C)NC(CS(=O)(=O)O)C 2-[(1-oxo-2-propenyl)amino]1-propanesulfonic acid